N-(2-fluoro-2-methylpropyl)-5-(2-(quinolin-6-yl)-7H-pyrrolo[2,3-d]pyrimidin-5-yl)pyrazolo[1,5-a]pyridine-3-carboxamide FC(CNC(=O)C=1C=NN2C1C=C(C=C2)C2=CNC=1N=C(N=CC12)C=1C=C2C=CC=NC2=CC1)(C)C